C(CC)OC(=O)C1=C(N=C(S1)NC(CCNC(C1=CC(=CC(=C1)C(F)(F)F)C#N)=O)=O)C 2-[3-[[3-cyano-5-(trifluoromethyl)benzoyl]amino]propionylamino]-4-methyl-thiazole-5-carboxylic acid propyl ester